(E)-3-(3-chlorophenyl)-N-phenyl-acrylamide ClC=1C=C(C=CC1)/C=C/C(=O)NC1=CC=CC=C1